D-3-benzyloxy-1,2-propanediol ditetradecanoate C(CCCCCCCCCCCCC)(=O)OCC(COCC1=CC=CC=C1)OC(CCCCCCCCCCCCC)=O